C[C@H]1N(CCOC1)C1=CC(=C2C(=N1)N(C=C2)C2=NN(C=C2)COCC[Si](C)(C)C)B2OC(C(O2)(C)C)(C)C (R)-3-methyl-4-(4-(4,4,5,5-tetramethyl-1,3,2-dioxaborolan-2-yl)-1-(1-((2-(trimethylsilyl)ethoxy)methyl)-1H-pyrazol-3-yl)-1H-pyrrolo[2,3-b]pyridin-6-yl)morpholine